NCC(=O)[O-] Aminoacetate